monomethyl Phenyl ether C1(=CC=CC=C1)OC